methyl 3-(2-(azepan-1-yl)acetamido)benzo[b]thiophene-2-carboxylate N1(CCCCCC1)CC(=O)NC=1C2=C(SC1C(=O)OC)C=CC=C2